C(C)C=1C(=CC=C2C=C(C=C(C12)C1=C(C=2N=C(N=C(C2C=N1)N1CC2CCC(C1)N2C(=O)OC(C)(C)C)OCCO)F)OCOC)F tert-Butyl 3-[7-[8-ethyl-7-fluoro-3-(methoxymethoxy)-1-naphthyl]-8-fluoro-2-(2-hydroxyethoxy)pyrido[4,3-d]pyrimidin-4-yl]-3,8-diazabicyclo[3.2.1]octane-8-carboxylate